5-(2-ethyl-3-butenyl)-2-norbornene C(C)C(CC1C2C=CC(C1)C2)C=C